4-(1-ethyl-1H-pyrazol-4-yl)-6-(morpholine-4-carbonyl)quinoline-2-carbaldehyde C(C)N1N=CC(=C1)C1=CC(=NC2=CC=C(C=C12)C(=O)N1CCOCC1)C=O